C[C@@H](C(=O)OCC)CC |r| (+-)-ETHYL 2-METHYLBUTANOATE